2,2'-((2-((2-((cyanomethyl)amino)eth-yl)(2-(3-(2-((2-((cyanomethyl)amino)eth-yl)amino)ethyl)-2-oxoimidazolidin-1-yl)ethyl)amino)ethyl)azane-diyl)diacetonitrile C(#N)CNCCN(CCN(CC#N)CC#N)CCN1C(N(CC1)CCNCCNCC#N)=O